bis((2,2-dioxido-1,3,2-dioxathiolan-4-yl)methyl) sulfite S(=O)(OCC1OS(OC1)(=O)=O)OCC1OS(OC1)(=O)=O